ethyl 7-oxo-3-oxa-9-azabicyclo[3.3.1]nonane-9-carboxylate O=C1CC2COCC(C1)N2C(=O)OCC